FC1=C(C=C(C=C1)/C=C/C(=O)OC)[N+](=O)[O-] methyl (E)-3-(4-fluoro-3-nitrophenyl)acrylate